4-chloro-3-methylphenol sodium salt [Na].ClC1=C(C=C(C=C1)O)C